1-(2,6-Difluorobenzyl)-4-(2-ethoxyvinyl)-3-(trifluoromethyl)-1H-pyrazole-5-carboxylic acid methyl ester COC(=O)C1=C(C(=NN1CC1=C(C=CC=C1F)F)C(F)(F)F)C=COCC